4-chloro-5,6,7,8-tetrahydrophthalazine-1-amine ClC1=NN=C(C=2CCCCC12)N